O[C@@H]1C[C@H](C1)N1C=C(C=C1)C(=O)OC trans-methyl 1-(3-hydroxycyclobutyl)pyrrole-3-carboxylate